(S)-2-(4-Formyl-1,2,3-thiadiazol-5-carboxamido)-N1-(1-(2-(2-adamantylamino)-2-oxoethyl)-2-oxo-1,2-dihydropyridin-3-yl)-N6-methyl-5-oxohexandiamid C(=O)C=1N=NSC1C(=O)N[C@H](C(=O)NC=1C(N(C=CC1)CC(=O)NC1C2CC3CC(CC1C3)C2)=O)CCC(C(=O)NC)=O